3-((7-(5-(2-(cyclopropylmethoxy)-4-fluorophenoxy)pyrimidin-4-yl)-2,7-diazaspiro[4.4]non-2-yl)methyl)-1H-indole-6-carbonitrile C1(CC1)COC1=C(OC=2C(=NC=NC2)N2CC3(CCN(C3)CC3=CNC4=CC(=CC=C34)C#N)CC2)C=CC(=C1)F